4-carbonyl-4,5-dihydroimidazo[1,5-a]quinoxaline-8-carboxylic acid methyl ester COC(=O)C1=CC=C2NC(C=3N(C2=C1)C=NC3)=C=O